4-(5-methyl-7H-pyrrolo[2,3-d]pyrimidin-4-yl)-N-(1-((R)-piperidin-2-yl)ethyl)-3,4-dihydro-2H-1,4-thiazine-6-carboxamide hydrochloride Cl.CC1=CNC=2N=CN=C(C21)N2CCSC(=C2)C(=O)NC(C)[C@@H]2NCCCC2